1-pyrido[3,2-d]pyrimidin-4-yltetralin-1,6-diamine N1=CN=C(C2=C1C=CC=N2)C2(CCCC1=CC(=CC=C21)N)N